5-(5-fluoro-1H-pyrazol-4-yl)-2-(3-{3-[(prop-2-yl)amino]pyrrolidin-1-yl}-1,2,4-triazin-6-yl)phenol hydrochloride Cl.FC1=C(C=NN1)C=1C=CC(=C(C1)O)C1=CN=C(N=N1)N1CC(CC1)NC(C)C